((5-fluoro-6-(trifluoromethyl)benzo[d]oxazol-2-yl)amino)-N-(2-hydroxyethoxy)-1-methyl-1H-benzo[d]imidazole-5-carboxamide FC=1C(=CC2=C(N=C(O2)NC2=NC3=C(N2C)C=CC(=C3)C(=O)NOCCO)C1)C(F)(F)F